3,5-bis(1,1-dimethylethyl)-4-methoxy-benzenesulfonic acid, ammonium salt [NH4+].CC(C)(C)C=1C=C(C=C(C1OC)C(C)(C)C)S(=O)(=O)[O-]